C(C1=CC=CC=C1)OCCC1=C(C(=NC(=C1)C)C(=O)O)O 4-(2-(benzyloxy)ethyl)-3-hydroxy-6-methylpicolinic acid